2-(12-isopropyl-9-oxo-3-thia-1,10,11-triazatricyclo[6.4.0.02,6]dodeca-2(6),4,7,11-tetraen-10-yl)-N-[(1S,4S)-2-methyl-2-azabicyclo[2.2.1]heptan-6-yl]acetamide Yttrium(III) neodecanoate C(CCCCCC(C)(C)C)(=O)[O-].[Y+3].C(C)(C)C1=NN(C(C2=CC=3C=CSC3N12)=O)CC(=O)NC1C[C@@H]2CN([C@H]1C2)C.C(CCCCCC(C)(C)C)(=O)[O-].C(CCCCCC(C)(C)C)(=O)[O-]